C1CC12CCN(CC2)CC(=O)NC=2C=C(C(=NC2)C)C=2N1C(SC2C=2C=NN(C2)CCO)=C(C=N1)C(=O)N (5-(2-(6-azaspiro[2.5]oct-6-yl)acetamido)-2-methylpyridin-3-yl)-2-(1-(2-hydroxyethyl)-1H-pyrazol-4-yl)pyrazolo[5,1-b]thiazole-7-carboxamide